O=C1NC(CCC1N1C(N(C2=C1C=CC(=C2)N2N=CC(=C2)CC(=O)O)C)=O)=O 2-[1-[1-(2,6-dioxo-3-piperidyl)-3-methyl-2-oxo-benzimidazol-5-yl]pyrazol-4-yl]acetic acid